FC1=C(OC=2N=NC(=CC2C(=O)NC2=CC(=CC=C2)S(=O)(=O)C)C(F)(F)F)C=C(C=C1)F 3-(2,5-difluorophenoxy)-N-(3-(methylsulfonyl)phenyl)-6-(trifluoromethyl)pyridazine-4-carboxamide